FCCOC1=CC=C(S1)C=O [5-(2-fluoroethoxy)-2-thienyl]methanone